1-(morpholin-4-carbonyl)pyrrolidin-2-one N1(CCOCC1)C(=O)N1C(CCC1)=O